3,7-DIHYDRO-1H-PURIN-2,6-DIONE N1C(NC=2N=CNC2C1=O)=O